(S)-3-(2-amino-6-((1-(tert-butoxy)-1-oxoheptan-3-yl)amino)-5-(5-(2-cyanopropan-2-yl)-2-methoxybenzyl)pyrimidin-4-yl)propanoic acid NC1=NC(=C(C(=N1)CCC(=O)O)CC1=C(C=CC(=C1)C(C)(C)C#N)OC)N[C@H](CC(=O)OC(C)(C)C)CCCC